CS(=O)(=O)C=1C=C(C(=CC1)N)N 4-methanesulfonylbenzene-1,2-diamine